BrC=1C=CC(=NC1)CNC(C(F)(F)F)=O N-[(5-bromo-2-pyridyl)methyl]-2,2,2-trifluoro-acetamide